tert-butyl (3R)-3-(2-oxoethyl)piperidine-1-carboxylate O=CC[C@@H]1CN(CCC1)C(=O)OC(C)(C)C